OC1(CC(C1)C(=O)N1CC2(C1)C[C@@H](CC2)C2=CC(=C(C=C2)C(F)(F)F)C)C |r| (rac)-((1s,3s)-3-Hydroxy-3-methylcyclobutyl)(6-(3-methyl-4-(trifluoromethyl)phenyl)-2-azaspiro[3.4]octan-2-yl)methanone